NC1=NC=2C=CC(=CC2C2=C1C=NN2C)C(=O)N(CC=2SC1=C(N2)C=C(C=C1)C(F)(F)F)N1C(OCC1)=O 4-Amino-1-methyl-N-(2-oxooxazolidin-3-yl)-N-[[5-(trifluoromethyl)-1,3-benzothiazol-2-yl]methyl]pyrazolo[4,3-c]quinoline-8-carboxamide